Nα-(L-lysyl)-1-methyl-D-tryptophan dihydrochloride Cl.Cl.N[C@@H](CCCCN)C(=O)N[C@H](CC1=CN(C2=CC=CC=C12)C)C(=O)O